methyl 4-((2R,4R)-2-(2-(difluoromethoxy)ethyl)-4-(4-(trifluoromethyl)phenoxy)pyrrolidin-1-yl)benzoate FC(OCC[C@H]1N(C[C@@H](C1)OC1=CC=C(C=C1)C(F)(F)F)C1=CC=C(C(=O)OC)C=C1)F